NC1=C(C(=NN1C[C@@H]1CNCCC1)C1=CC=C(C=C1)CNC(C1=C(C=CC=C1)OC)=O)C(=O)N 5-amino-3-[4-[[(2-methoxybenzoyl)amino]methyl]phenyl]-1-[[(3S)-3-piperidinyl]methyl]pyrazole-4-carboxamide